(R)-4-(2-hydroxypropan-2-yl)-4-methyl-8-(1H-pyrazol-4-yl)-1,5-dihydro-2H-pyrano[3,4-b]thieno[3,2-d]pyridin-6(4H)-one OC(C)(C)[C@@]1(OCCC2=C1NC(C1=C2C=C(S1)C=1C=NNC1)=O)C